(S)-N-((S)-(3-chloro-2,4-difluorophenyl)((1r,3S)-3-(trifluoromethyl)cyclobutyl)-methyl)-2-methyl-3-oxopiperazine-5,5,6,6-d4-1-carboxamide ClC=1C(=C(C=CC1F)[C@@H](NC(=O)N1[C@H](C(NC(C1([2H])[2H])([2H])[2H])=O)C)C1CC(C1)C(F)(F)F)F